C(CC(=O)[O-])(=O)[O-].C(CC(=O)O)(=O)[O-].[B+3] boron bismalonate